C(C)(=O)OC(C)OP(=O)(CCC)OC1=C(C(=CC(=C1)CCCCC)OP(=O)(CCC)OC(C)OC(C)=O)C1=C(C=CC(=C1)C)C(=C)C 1-((((6-(((1-acetoxyethoxy)(propyl)phosphoryl)oxy)-5'-methyl-4-pentyl-2'-(prop-1-en-2-yl)-[1,1'-biphenyl]-2-yl)oxy)(propyl)phosphoryl)oxy)ethyl acetate